C1=NC=C(C2=CC=CC=C12)CCC(=O)[O-] 3-(isoquinolin-4-yl)propanoate